CC1=NC(=C(C2=C1CC(C2)(C(=O)OC)C(=O)OC)C)OCC(=O)NC Dimethyl 1,4-dimethyl-3-[2-(methylamino)-2-oxoethoxy]-5,7-dihydrocyclopenta[c]pyridine-6,6-dicarboxylate